P(=O)(OC1=C(C=C(C=C1)C=O)OC)(OC1=C(C=C(C=C1)C=O)OC)OC1=C(C=C(C=C1)C=O)OC tri(4-formyl-2-methoxyphenyl) phosphate